ClC1=C(C=CC(=C1)F)C(C(=O)N)N1C=2N(C(C(=C1CC)N1CCNCC1)=O)N=C(N2)C2=CC1=C(COCC1)S2 (2-chloro-4-fluorophenyl)-2-(2-(4,7-dihydro-5H-thieno[2,3-c]pyran-2-yl)-5-ethyl-7-oxo-6-(piperazin-1-yl)-[1,2,4]triazolo[1,5-a]pyrimidin-4(7H)-yl)acetamide